1-[(3S)-3-{4-Amino-3-[2-(1-ethyl-6,7-difluoro-1,3-benzodiazol-5-yl)ethynyl]pyrazolo[3,4-d]pyrimidin-1-yl}pyrrolidin-1-yl]prop-2-en-1-one NC1=C2C(=NC=N1)N(N=C2C#CC2=CC1=C(N(C=N1)CC)C(=C2F)F)[C@@H]2CN(CC2)C(C=C)=O